tert-butyl ((1-(5-(5-(1-(8-methoxyquinolin-2-yl)piperidin-4-yl)-1,2,4-oxadiazol-3-yl)pyridin-2-yl)pyrrolidin-3-yl)methyl)carbamate COC=1C=CC=C2C=CC(=NC12)N1CCC(CC1)C1=NC(=NO1)C=1C=CC(=NC1)N1CC(CC1)CNC(OC(C)(C)C)=O